4-(diethylamino)-2-isopropylbenzaldehyde C(C)N(C1=CC(=C(C=O)C=C1)C(C)C)CC